C(C)NC=1N=CC2=C(N1)NC(C=C2)=O 2-(ethylamino)pyrido[2,3-d]pyrimidin-7(8H)-one